C1(=CC=C(C=C1)N(C=1C=C(C(=CC1)C1=CC=CC=C1)C1=CC=C(C=C1)C1=CC2=CC=CC=C2C=C1)C1=CC=C(C=C1)C=1C2=CC=CC=C2C=2C=CC=CC2C1)C1=CC=CC=C1 biphenyl-4-yl-(4-phenanthrene-9-yl-phenyl)-(4''-naphthalen-2-yl-[1,1':2',1'']terphenyl-4'-yl)-amine